5-((4-chlorophenyl)aminomethylsulfonyl)-4-hydroxy-6-oxo-3,6-dihydropyridine-1(2H)-carboxylic acid tert-butyl ester C(C)(C)(C)OC(=O)N1CCC(=C(C1=O)S(=O)(=O)CNC1=CC=C(C=C1)Cl)O